N[C@@H](CNCC=1C=CC2=C(N=C(O2)[C@H](C(C2CC2)C2CC2)NC(OCC2=CC=CC=C2)=O)C1)C(F)(F)F Benzyl ((S)-1-(5-((((S)-2-amino-3,3,3-trifluoropropyl)amino)methyl)benzo[d]-oxazol-2-yl)-2,2-dicyclopropylethyl)carbamate